(1H-benzo[d][1,2,3]triazol-1-yl)anthracene-9,10-dione N1(N=NC2=C1C=CC=C2)C2=CC=CC=1C(C3=CC=CC=C3C(C21)=O)=O